CS(=O)(=O)[O-].C(CCC)C1(CS(C2=C([C@H]([C@H]1O)C1=CC=C(OCCCC[N+]34CCN(CC3)CC4)C=C1)C=C(C=C2)N(C)C)(=O)=O)CCCC 1-[4-[4-[(4R,5R)-3,3-dibutyl-7-(dimethylamino)-2,3,4,5-tetrahydro-4-hydroxy-1,1-dioxido-1-benzothiepin-5-yl]phenoxy]butyl]4-aza-1-azoniabicyclo[2.2.2]octane methanesulfonate salt